OCCCNC(CN(C(OC(C)(C)C)=O)C)C tert-butyl (2-((3-hydroxypropyl)amino)propyl)(methyl)carbamate